(5S)-5-((((6-(2-chloro-3-(3-chloro-2-(5-(((S)-2-hydroxypropyl)amino)-5,6,7,8-tetrahydronaphthalen-2-yl)pyridin-4-yl)phenyl)-2-methoxypyridin-3-yl)methyl)amino)methyl)pyrrolidin-2-one ClC1=C(C=CC=C1C1=C(C(=NC=C1)C1=CC=2CCCC(C2C=C1)NC[C@H](C)O)Cl)C1=CC=C(C(=N1)OC)CNC[C@@H]1CCC(N1)=O